(S)-(4-(3-amino-1-(isoquinolin-6-ylamino)-1-oxopropan-2-yl-2-d) phenyl)methyl-d2 2,4-dimethylbenzoate dihydrochloride Cl.Cl.CC1=C(C(=O)OC([2H])([2H])C2=CC=C(C=C2)[C@](C(=O)NC=2C=C3C=CN=CC3=CC2)(CN)[2H])C=CC(=C1)C